2-[3-(2-oxo-2-(N-cyclohexylamino)-ethyl)-1H-indol-2-yl]-acetic acid isopropyl ester C(C)(C)OC(CC=1NC2=CC=CC=C2C1CC(NC1CCCCC1)=O)=O